4-(4-(1H-indazol-6-yl)phenyl)-1H-1,2,3-triazole-5-carboxylic acid N1N=CC2=CC=C(C=C12)C1=CC=C(C=C1)C=1N=NNC1C(=O)O